3-fluoro-5-(trifluoromethyl)benzoylchloride FC=1C=C(C(=O)Cl)C=C(C1)C(F)(F)F